CC1=C(C#N)C=C(C=C1)C1(CC2C(N(OC2(C)C)C)C(C1)C)C 2-Methyl-5-(1,3,3,5,7-pentamethyloctahydrobenzo[c]isoxazol-5-yl)benzonitril